(S)-N-(2-(4,4-difluoropiperidin-1-yl)-6-methylpyrimidin-4-yl)-4-((2-hydroxy-1-methylethyl)sulfonamido)-2-(6-azaspiro[2.5]octan-6-yl)benzamide hydrochloride Cl.FC1(CCN(CC1)C1=NC(=CC(=N1)NC(C1=C(C=C(C=C1)NS(=O)(=O)[C@H](CO)C)N1CCC2(CC2)CC1)=O)C)F